C1(CC1)CC1=C(C(=NN1C=1SC=C(N1)C(=O)O)C1=CC(=C(C=C1)F)C(F)(F)F)CC1=CC(=C(C=C1)S(N)(=O)=O)F 2-(5-(cyclopropylmethyl)-3-(4-fluoro-3-(trifluoromethyl)phenyl)-4-(3-fluoro-4-sulfamoylbenzyl)-1H-pyrazol-1-yl)thiazole-4-carboxylic acid